BrC=1C=C(N2C=CC(=CC12)OC)C(C)=O 1-(1-bromo-7-methoxyindolizin-3-yl)ethanone